(S)-3-(5-(4-((1-(4-((1R,2R)-2-(Cyclobutylmethyl)-6-hydroxy-1,2,3,4-tetrahydronaphthalen-1-yl)phenyl)piperidin-4-yl)methyl)piperazin-1-yl)-1-oxoisoindolin-2-yl)piperidine-2,6-dione C1(CCC1)C[C@@H]1[C@@H](C2=CC=C(C=C2CC1)O)C1=CC=C(C=C1)N1CCC(CC1)CN1CCN(CC1)C=1C=C2CN(C(C2=CC1)=O)[C@@H]1C(NC(CC1)=O)=O